N[C@H](C(=O)N[C@H](C(=O)O)CC1=CC=C(C=C1)F)CC1=CC=C(C=C1)N(CCCl)CCCl (2S)-2-[[(2S)-2-amino-3-[4-[bis(2-chloroethyl)amino]phenyl]propanoyl]amino]-3-(4-fluorophenyl)propanoic acid